ethyl-propyl-dipropylmalonic acid C(C)C(CC)(C(C(=O)O)(C(=O)O)CCC)CCC